CC1=C(C(=O)OC(C)(C)C)C=CC(=C1)C1=NC(=NO1)C tert-butyl 2-methyl-4-(3-methyl-1,2,4-oxadiazol-5-yl)benzoate